[V].[Ce].[Cu] copper-cerium-vanadium